2'-[6-amino-5-(methylsulfanyl)pyridin-3-yl]-N-ethyl-5',6'-dihydrospiro[pyrrolidine-3,4'-pyrrolo[1,2-b]pyrazole]-1-carboxamide NC1=C(C=C(C=N1)C=1C=C2N(N1)CCC21CN(CC1)C(=O)NCC)SC